SCCC[Si](OCC)(OCC)OCC γ-mercaptopropyl-triethoxysilane